C(CO)(=O)O.OCC[N+](C)(C)C choline glycolic acid